COCCOC1=NC=CC(=C1)NC1=C(C(=NN1)C1=CC=C(C=C1)NS(=O)(=O)CCOC)C(=O)N 5-((2-(2-methoxyethoxy)pyridin-4-yl)amino)-3-(4-((2-methoxyethyl)sulfonamido)phenyl)-1H-pyrazole-4-carboxamide